FC1(CC1)CNC=1N=CC2=C(N1)NC=C2C=2C=C1N=C(C=NC1=CC2)OC2CCN(CC2)C N-((1-fluorocyclopropyl)methyl)-5-(3-((1-methylpiperidin-4-yl)oxy)quinoxalin-6-yl)-7H-pyrrolo[2,3-d]pyrimidin-2-amine